C12CC(CC(CCC1)N2)NC(=O)C2=C1N(C3=CC=CC=C23)CCC(C1)(F)F N-(9-azabicyclo[3.3.1]nonan-3-yl)-8,8-difluoro-6,7,8,9-tetrahydropyrido[1,2-a]indole-10-carboxamide